C(C)OC1=C(C=C(C=N1)C1=CC(=C2C(=N1)N=C(N2)C2=C(C=C(C=C2)N2CCCCC2)C)N(C)CC2(CCC2)COC)C(F)(F)F 1-(4-{5-[6-Ethoxy-5-(trifluoromethyl)pyridin-3-yl]-7-[{[1-(methoxymethyl)cyclobutyl]methyl}(methyl)amino]-1H-imidazo[4,5-b]pyridin-2-yl}-3-methylphenyl)piperidin